ON1C(C=C(C=C1CCCCCCC)C)=O 1-hydroxy-4-methyl-6-heptyl-pyridin-2-one